ethyl 4-aminobutyrate, Methanesulfonic Acid Salt CS(=O)(=O)O.NCCCC(=O)OCC